C1(=CC=C(C=C1)C=O)C=1C(=CC(=CC1)C=O)C1=CC=CC=C1 terphenyl-4,4'-diformaldehyde